5-(tert-butoxymethyl)-3-(5-{[2-chloro-6-(trifluoromethyl)phenyl]methoxy}pyrimidin-2-yl)-1,3-oxazolidin-2-one C(C)(C)(C)OCC1CN(C(O1)=O)C1=NC=C(C=N1)OCC1=C(C=CC=C1C(F)(F)F)Cl